6-(1-(1-acetylpiperidin-4-yl)-1H-pyrazol-4-yl)-4-((3-fluoropyridin-2-yl)thio)pyrazolo[1,5-a]pyridine-3-carbonitrile C(C)(=O)N1CCC(CC1)N1N=CC(=C1)C=1C=C(C=2N(C1)N=CC2C#N)SC2=NC=CC=C2F